2-methoxyethyl N-[2-(1,3-benzodioxol-5-yl)-1-methyl-ethyl]-N-methyl-carbamate O1COC2=C1C=CC(=C2)CC(C)N(C(OCCOC)=O)C